N-(4-METHOXYBENZYL)SULFURIC DIAMIDE COC1=CC=C(CNS(N)(=O)=O)C=C1